OC=1C=C(C=2N(C1)N=CC2C#N)C=2C=NC(=CC2)N2CC1N(C(C2)C1)CC=1C=NC(=CC1)OC([2H])([2H])[2H] 6-Hydroxy-4-(6-(6-((6-(methoxy-d3)pyridin-3-yl)methyl)-3,6-diazabicyclo[3.1.1]heptan-3-yl)pyridin-3-yl)pyrazolo[1,5-a]pyridine-3-carbonitrile